4-bromo-1-(2,2-difluoro-1-(4-fluorophenyl)propyl)-1H-pyrazole-3-carbonitrile BrC=1C(=NN(C1)C(C(C)(F)F)C1=CC=C(C=C1)F)C#N